C(=O)(O)C1=C(C=C(C=C1)C1=CC(=C(C=C1)O)OC)F 4-(4-carboxyl-3-fluorophenyl)-2-methoxyphenol